C(C)(C)(C)C1=CC=C(C=C1)C1=NC(=NN1CC)CN1CC(CC1)(C)C 5-(4-(tert-butyl)phenyl)-3-((3,3-dimethylpyrrolidin-1-yl)methyl)-1-ethyl-1H-1,2,4-triazole